6-((3-methylpiperidin-1-yl)methyl)-2,3-dihydro-1H-pyrrolo[3,4-c]pyridin-1-one CC1CN(CCC1)CC1=CC2=C(C=N1)CNC2=O